N(=[N+]=[N-])CCOC=1C=C2CCC(C2=CC1)N(C)CCCC1=CC=C(C=C1)N(C)C 5-(2-azidoethoxy)-N-{3-[4-(dimethylamino)phenyl]propyl}-N-methyl-2,3-dihydro-1H-inden-1-amine